ClC=1C=C(C=CC1OC1COC1)C1=CC=C(C=C1)CN1C=CC2=C(C=CC(=C12)C(=O)NC1C(CC12CCC2)C(=O)O)F 1-((3'-Chloro-4'-(oxetan-3-yloxy)-[1,1'-biphenyl]-4-yl)methyl-4-fluoro-1H-indole-7-carboxamido)spiro[3.3]heptane-2-carboxylic acid